1-bromo-4-(trifluoromethyl)cyclohexane BrC1CCC(CC1)C(F)(F)F